1-(5-(4-chloro-3-fluorophenyl)-2-(m-tolyl)oxazol-4-yl)-5-fluoro-4-((methyl-d3)amino)pyrimidin-2(1H)-one ClC1=C(C=C(C=C1)C1=C(N=C(O1)C=1C=C(C=CC1)C)N1C(N=C(C(=C1)F)NC([2H])([2H])[2H])=O)F